4-bromo-6-(5-chloro-2-fluorophenyl)-3-(2-chloroethoxy)pyridin-2-amine BrC1=C(C(=NC(=C1)C1=C(C=CC(=C1)Cl)F)N)OCCCl